trans-2-(2,4,5-trifluorophenyl)-2,3,4,7-tetrahydropyrano[2,3-e]indol-3-amine FC1=C(C=C(C(=C1)F)F)[C@H]1[C@@H](CC=2C(=C3C=CNC3=CC2)O1)N